ClC=1C2=C(N=CN1)N(C=C2I)[C@H]2[C@H](O)[C@H](O)[C@H](O2)CO 4-chloro-5-iodo-7-β-D-ribofuranosyl-7H-pyrrolo[2,3-d]pyrimidine